C(C)C=1C(=CC(=C(C(=O)O)C1)O)O 5-ethyl-2,4-dihydroxybenzoic acid